CN1N=C(C2=CC=C(C=C12)C=1OC2=C(C=C(C=C2C(C1)=O)C)C(C)NC1=C(C(=O)OC(C)(C)C)C=CC=C1)C tert-Butyl 2-[1-[2-(1,3-dimethylindazol-6-yl)-6-methyl-4-oxo-chromen-8-yl]ethylamino]benzoate